2-phenyl-benzoOxazole C1(=CC=CC=C1)C=1OC2=C(N1)C=CC=C2